[(4-nitrophenyl)sulfonylamino]ethylammonium [N+](=O)([O-])C1=CC=C(C=C1)S(=O)(=O)NCC[NH3+]